methyl 2-(4-(6-((4-cyano-2-fluorobenzyl) oxy) pyridin-2-yl)-2-fluorobenzyl)-1-(2-(1-(hydroxymethyl) cyclopropyl) ethyl)-1H-benzo[d]imidazole-6-carboxylate C(#N)C1=CC(=C(COC2=CC=CC(=N2)C2=CC(=C(CC3=NC4=C(N3CCC3(CC3)CO)C=C(C=C4)C(=O)OC)C=C2)F)C=C1)F